N'-(2-ethyl-4-hydroxy-phenyl)-4-[[(1-methylazetidin-3-yl)methyl]amino]-6-(4-methyl-3-pyridyl)pyrrolo[1,2-b]pyridazine-3-carboxamidine formic acid salt C(=O)O.C(C)C1=C(C=CC(=C1)O)N=C(N)C1=C(C=2N(N=C1)C=C(C2)C=2C=NC=CC2C)NCC2CN(C2)C